(R)-ethyl 3-phenylbutyrate C1(=CC=CC=C1)[C@@H](CC(=O)OCC)C